2,4,8,10-Tetra-tert-butyl-6-((3,3',5,5'-tetra-tert-butyl-2'-(((4R,5R)-4,5-diphenyl-1,3,2-dioxaphospholan-2-yl)oxy)-[1,1'-biphenyl]-2-yl)oxy)dibenzo[d,f][1,3,2]dioxaphosphepine C(C)(C)(C)C1=CC2=C(OP(OC3=C2C=C(C=C3C(C)(C)C)C(C)(C)C)OC3=C(C=C(C=C3C(C)(C)C)C(C)(C)C)C3=C(C(=CC(=C3)C(C)(C)C)C(C)(C)C)OP3O[C@@H]([C@H](O3)C3=CC=CC=C3)C3=CC=CC=C3)C(=C1)C(C)(C)C